C(#N)C1=CC(=C(COC2=CC=CC(=N2)C2CCN(CC2)CC2=NC3=C(N2C)C=C(C=C3OC(F)(F)F)C(=O)O)C=C1)F 2-((4-(6-((4-Cyano-2-fluorobenzyl)oxy)pyridin-2-yl)piperidin-1-yl)methyl)-1-methyl-4-(trifluoromethoxy)-1H-benzo[d]imidazole-6-carboxylic acid